(1R,9S)-1-amino-5-chloro-9-ethyl-9-hydroxy-1,2,3,9,12,15-hexahydro-10H,13H-benzo[de]pyrano[3',4':6,7]indolizino[1,2-b]quinoline-10,13-dione N[C@@H]1CCC=2C=3C1=C1C(=NC3C=C(C2)Cl)C2=CC3=C(C(N2C1)=O)COC([C@]3(O)CC)=O